[N+](=O)([O-])C1=CC=C(C=C1)N1CCN(CC1)CCN 2-(4-(4-Nitrophenyl)piperazin-1-yl)ethan-1-amine